(3R)-N-tert-butyl-1-{6-[2-(methoxymethoxy)-4-[1-(oxan-2-yl)pyrazol-4-yl]phenyl]pyridazin-3-yl}pyrrolidin-3-amine C(C)(C)(C)N[C@H]1CN(CC1)C=1N=NC(=CC1)C1=C(C=C(C=C1)C=1C=NN(C1)C1OCCCC1)OCOC